3-aminopropyl-(trioctyl)phosphine bromide [Br-].NCCCP(CCCCCCCC)(CCCCCCCC)CCCCCCCC